2-(2-((4-nitrobenzylidene)hydrazineylidene)-5-oxoimidazolidine-4-yl)acetyl chloride [N+](=O)([O-])C1=CC=C(C=NN=C2NC(C(N2)CC(=O)Cl)=O)C=C1